NC1=C(C=C(C=C1)S(=O)(=O)C)N1C[C@H](C[C@H]1CO)NC(OC(C)(C)C)=O tert-Butyl ((3S,5S)-1-(2-amino-5-(methylsulfonyl)phenyl)-5-(hydroxymethyl)pyrrolidin-3-yl)carbamate